FC1=C(C=CC=C1)CNC(O[C@H]1[C@H](NC[C@@H]1O)CC1=CC=C(C=C1)OC)=O (2R,3S,4S)-4-hydroxy-2-[(4-methoxyphenyl)methyl]pyrrolidin-3-yl N-[(2-fluorophenyl)methyl]carbamate